FC1=C(O[C@H]2C[C@]3([C@H](CN(C3)C[C@H](C3=NC=C(C=C3)OCC3=CC=C(C=C3)OC)O)C2)O)C=CC=C1 (3aR,5R,6aS)-5-(2-fluorophenoxy)-2-((R)-2-hydroxy-2-(5-((4-methoxybenzyl)oxy)pyridin-2-yl)ethyl)hexahydrocyclopenta[c]pyrrol-3a(1H)-ol